5-benzyl-2-propyl-1H-imidazol-4(5H)-one C(C1=CC=CC=C1)C1C(N=C(N1)CCC)=O